1-((2R,5S)-5-(4-((2-fluoro-5-methyl-4-((1-methyl-1H-benzo[d]imidazol-5-yl)oxy)phenyl)amino)pyrido[3,2-d]pyrimidin-6-yl)-2-methylpiperidin-1-yl)prop-2-en-1-one FC1=C(C=C(C(=C1)OC1=CC2=C(N(C=N2)C)C=C1)C)NC=1C2=C(N=CN1)C=CC(=N2)[C@H]2CC[C@H](N(C2)C(C=C)=O)C